2-{8-[(2R,3R)-1-[2-[3-cyclopropyl-5-(trifluoromethyl)pyrazol-1-yl]acetyl]-2-[2-methyl-3-(trideuteriomethoxy)phenyl]pyrrolidin-3-yl]-3,8-diazabicyclo[3.2.1]octan-3-yl}acetamide C1(CC1)C1=NN(C(=C1)C(F)(F)F)CC(=O)N1[C@@H]([C@@H](CC1)N1C2CN(CC1CC2)CC(=O)N)C2=C(C(=CC=C2)OC([2H])([2H])[2H])C